CN1N=C(C(=C1)C=1C=C(C=C(C1)OC)[C@@H](C)NC(C1=C(C=CC(=C1)C1CCN(CC1)C)C)=O)C N-[(1R)-1-[3-(1,3-Dimethylpyrazol-4-yl)-5-methoxy-phenyl]ethyl]-2-methyl-5-(1-methyl-4-piperidyl)benzamide